C(C=C)(=O)N1CCC(CC1)C1=CC=C(C(=N1)C1=C(C=CC=C1)OC1=CC=CC=C1)C(=O)N 6-(1-acryloylpiperidine-4-yl)-2-(phenoxyphenyl)pyridine-3-formamide